ClC1=C(C(=C(N=N1)N[C@H]1CN(CCC1)C(=O)OC(C)(C)C)C)C tert-butyl (R)-3-((6-chloro-4,5-dimethylpyridazin-3-yl)amino)piperidine-1-carboxylate